2-FLUORO-6-PICOLINE-5-BORONIC ACID FC1=NC(=C(C=C1)B(O)O)C